(6R)-6-[6-chloro-2-fluoro-3-(5-fluoro-2-methoxypyridine-3-sulfonamido)phenyl]-N-methyl-5H,6H,7H,8H-imidazo[1,5-a]pyridine-1-carboxamide ClC1=CC=C(C(=C1[C@H]1CCC=2N(C1)C=NC2C(=O)NC)F)NS(=O)(=O)C=2C(=NC=C(C2)F)OC